N(=[N+]=[N-])CC(=O)NC1=CC=2C(C3=CC=CC(=C3C(C2C(=C1)OCCCC(C)=O)=O)OCCCC(C)=O)=O 2-azido-N-(9,10-dioxo-4,5-bis((4-oxopentyl)oxy)-9,10-dihydroanthracen-2-yl)acetamide